4-(5-(3-amino-8-azabicyclo[3.2.1]octan-8-carbonyl)-2-(2-carbonyl-2,3-dihydrobenzo[d]oxazol-5-yl)thiophen-3-yl)-2-fluorobenzonitrile hydrochloride Cl.NC1CC2CCC(C1)N2C(=O)C2=CC(=C(S2)C=2C=CC1=C(NC(O1)=C=O)C2)C2=CC(=C(C#N)C=C2)F